Benzyl 4-((3-(4-(aminomethyl)phenyl)-2-methyl-7-oxo-2,7-dihydro-6H-pyrazolo[4,3-d]pyrimidin-6-yl)methyl)-4-hydroxypiperidine-1-carboxylate NCC1=CC=C(C=C1)C=1N(N=C2C1N=CN(C2=O)CC2(CCN(CC2)C(=O)OCC2=CC=CC=C2)O)C